OC1=C(C=C(C(=O)OC(C)(C)C)C=C1C)CO tert-butyl 4-hydroxy-3-(hydroxymethyl)-5-methyl-benzoate